OC(CN(C(CCC(=O)OCCN1CCN(CC1)CCSSCCCN(CC(CCCCCCCCCCCC)O)CC(CCCCCCCCCCCC)O)C)CC(CCCCCC\C=C/C\C=C/CCCCC)O)CCCCCC\C=C/C\C=C/CCCCC 2-(4-(2-((3-(Bis(2-hydroxytetradecyl)amino)propyl)disulfaneyl)ethyl)piperazin-1-yl)ethyl 4-(bis((9Z,12Z)-2-hydroxyoctadeca-9,12-dien-1-yl)amino)pentanoate